C[C@@H]1N(CCN(C1)C(C(C)(C)C)=O)C=1C2=C(N=CN1)N(CC21CCC1)C=1C=C(C#N)C=CN1 (S)-2-(4'-(2-methyl-4-pivaloylpiperazin-1-yl)spiro[cyclobutane-1,5'-pyrrolo[2,3-d]pyrimidin]-7'(6'H)-yl)isonicotinonitrile